NCC=1C(=C(C=CC1)C=1C=CC2=C(C(=C(O2)C)COC2=C(C=CC(=C2)OC)CC(=O)O)C1)O 2-(2-((5-(3-(aminomethyl)-2-hydroxyphenyl)-2-methylbenzofuran-3-yl)methoxy)-4-methoxyphenyl)acetic acid